tert-Butyl (4-(4-amino-7-(5-methyl-4,5,6,7-tetrahydropyrazolo[1,5-a]pyrazin-2-yl)pyrrolo[2,1-f][1,2,4]triazin-5-yl)-2-methoxyphenyl)carbamate NC1=NC=NN2C1=C(C=C2C2=NN1C(CN(CC1)C)=C2)C2=CC(=C(C=C2)NC(OC(C)(C)C)=O)OC